8-[(1R)-1,2-dimethylpropyl]-14-[5-(4-pyridinyl)-1H-1,2,4-triazol-1-yl]-1,6,6a,7,8,9,10,10a,10b,11,12,12a-dodecahydro-1,6a,8,10a-tetramethyl-4H-1,4a-propano-2H-phenanthro[1,2-c]pyran C[C@H](C(C)C)C1(CCC2(C3CCC4C5(COCC4(CC(C5)N5N=CN=C5C5=CC=NC=C5)C)C3=CCC2(C1)C)C)C